N-(3-hydroxy-hexadecanoyl)ornithine OC(CC(=O)N[C@@H](CCCN)C(=O)O)CCCCCCCCCCCCC